methyl 3-((4-(2-(2-aminopyridin-3-yl)-5-phenyl-3H-imidazo[4,5-b]pyridin-3-yl)-2-fluorophenyl)carbamoyl)-2-fluorobenzoate NC1=NC=CC=C1C1=NC=2C(=NC(=CC2)C2=CC=CC=C2)N1C1=CC(=C(C=C1)NC(=O)C=1C(=C(C(=O)OC)C=CC1)F)F